C(C)(C)(C)OC(NCCC=1C=C2CCCOC2=CC1)=O (2-chroman-6-yl-ethyl)-carbamic acid tert-butyl ester